C(C)(C)(C)C1=C(C(=CC(=C1)SSC1=CC(=C(C(=C1)C(C)(C)C)O)C(C)(C)C)C(C)(C)C)O 4,4'-dithiobis(2,6-di-t-butylphenol)